C(C1=CC=CC=C1)C1=C2N(C=C(N1)C1=CC(=CC=C1)F)C(C(=N2)CC=2OC(=CC2)C)=O 8-Benzyl-6-(3-fluorophenyl)-2-((5-methylfuran-2-yl)methyl)imidazo[1,2-a]pyrazin-3(7H)-one